NC1=NC=CC(=N1)C1=C(N=C(S1)C(C)(C)C)C=1C(=C(C=CC1)NS(=O)(=O)C1=C(C=CC=C1F)F)F N-{3-[5-(2-aminopyrimidin-4-yl)-2-(1,1-dimethylethyl)thiazol-4-yl]-2-fluorophenyl}-2,6-difluorobenzenesulfonamide